(E)-3-[3-[(2-Bromo-4-chlorophenoxy)methyl]-4-methoxyphenyl]-1-(2,4-dihydroxyphenyl)prop-2-en-1-one BrC1=C(OCC=2C=C(C=CC2OC)/C=C/C(=O)C2=C(C=C(C=C2)O)O)C=CC(=C1)Cl